C(C)(C)(C)OC(=O)N1CCC2=CC=C(C=C12)NC(C1=CC(=CC(=C1)C(F)(F)F)CN1CCN(CC1)C)=O 6-(3-((4-methylpiperazin-1-yl)methyl)-5-(trifluoromethyl)benzoylamino)indoline-1-carboxylic acid tert-butyl ester